acetamide-2,2-d2 C(C([2H])[2H])(=O)N